C1(=CC(=CC=C1)C1=NC(=NC=C1F)N[C@@H]1CC[C@H](CC1)C(=O)N1CCC(CC1)CN1CCCCC1)C1=CC=CC=C1 1-((1-(trans-4-((4-([1,1'-biphenyl]-3-yl)-5-fluoropyrimidin-2-yl)amino)cyclohexane-1-carbonyl)piperidin-4-yl)methyl)piperidin